3,3'-(1H-pyrazolo[3,4-b]pyridine-3,5-diyl)diphenol N1N=C(C=2C1=NC=C(C2)C=2C=C(C=CC2)O)C=2C=C(C=CC2)O